O[C@]1(CN(CC1)C(=O)C1=CC=C2C(=CNC2=C1)C1=NC(=NC=C1C(F)(F)F)N[C@@H]1CN(CCC1)C(=O)OC(C)(C)C)C(F)(F)F tert-butyl (3S)-3-[[4-[6-[(3R)-3-hydroxy-3-(trifluoromethyl) pyrrolidine-1-carbonyl]-1H-indol-3-yl]-5-(trifluoromethyl)pyrimidin-2-yl]amino]piperidine-1-carboxylate